BrC1=CSC=2C1=NC(=CC2)CC2=C(C=C(C=C2)Cl)F 3-bromo-5-(4-chloro-2-fluorobenzyl)thieno[3,2-b]pyridine